ClC1=C(C=CC(=C1)C(F)(F)F)N1CCC(CC1)(C(=O)NCCNC)C=1C=NC(=C(C1)F)C1=C(C=CC=C1)OC 1-[2-chloro-4-(trifluoromethyl)phenyl]-4-[5-fluoro-6-(2-methoxyphenyl)pyridin-3-yl]-N-[2-(methylamino)ethyl]piperidine-4-carboxamide